C(C)(=O)OC(C(O)C)=O acetyllactate